B([O-])([O-])[O-].CC1=C(C=CC(=C1)C)[NH3+].CC1=C(C=CC(=C1)C)[NH3+].CC1=C(C=CC(=C1)C)[NH3+] (2,4-dimethylphenyl)ammonium borate